NCCOCCNC(C1=C(C(=C(C=C1)NC=1C=2N(C=CN1)C(=CN2)C2=C(C(=C(C=C2)OC)F)F)F)F)=O N-(2-(2-aminoethoxy)ethyl)-4-((3-(2,3-difluoro-4-methoxyphenyl)imidazo[1,2-a]pyrazin-8-yl)amino)-2,3-difluorobenzamide